Cyclopentanecarboxylic acid [3-(3-ethyl-4-oxo-spiro[6,8-dihydro-5H-pyrazolo[4,3-c]azepin-7,4'-tetrahydropyran]-1-yl)-2,2-dimethyl-propyl] ester C(C)C1=NN(C2=C1C(NCC1(CCOCC1)C2)=O)CC(COC(=O)C2CCCC2)(C)C